3-{2-[1-(trifluoromethyl)cyclopropyl]ethoxyl-1H-pyrazol-1-yl}-2λ6-thia-3,9,11,20,25-pentaazatetracyclo[19.3.1.05,10.011,15]pentacosa-1(24),5,7,9,21(25),22-hexaene-2,2,4-trione FC(C1(CC1)CCOC1=NN(C=C1)N1S(C2=CC=CC(NCCCCC3CCCN3C3=NC=CC=C3C1=O)=N2)(=O)=O)(F)F